tert-butyl N-[[4-amino-1-(2-hydroxy-2-methyl-propyl)-5-oxido-imidazo[4,5-c]quinolin-5-ium-2-yl] methyl]-N-ethyl-carbamate NC1=[N+](C=2C=CC=CC2C2=C1N=C(N2CC(C)(C)O)CN(C(OC(C)(C)C)=O)CC)[O-]